bis-decyl-dimethyl-ammonium formate C(=O)[O-].C(CCCCCCCCC)[N+](C)(C)CCCCCCCCCC